1,4-dimethyl-pentylamine CC(CCC(C)C)N